C(C)(C)(C)OC(=O)N1C[C@@H]2C(N3C[C@H](OC=4N=C5C(=C(C(=CC5=C(C34)N2C[C@H]1C)Cl)Br)F)CO)=C=O (2R,4aR,7S)-tert-butyl-11-bromo-12-chloro-10-fluoro-7-(hydroxymethyl)-2-methyl-5-carbonyl-1,2,4a,5,6,7-Hexahydro-8-oxa-3,5a,9,13c-tetraazanaphtho[3,2,1-de]anthracene-3(4H)-carboxylate